(S)-1-(((1-(2-(dimethylamino)ethyl)-1H-pyrazol-4-yl)methyl)((R)-2-hydroxydecyl)amino)decan-2-ol CN(CCN1N=CC(=C1)CN(C[C@H](CCCCCCCC)O)C[C@@H](CCCCCCCC)O)C